C(N)(=O)C=1C=[N+](C=C(C1)C1=CC2=C(C=C1OC)OCC1=C2N(N=C1C(=O)N1C(COCC1)(C)C)C1=CC(=CC(=C1)F)F)[O-] 3-carbamoyl-5-(1-(3,5-difluorophenyl)-3-(3,3-dimethylmorpholine-4-carbonyl)-7-methoxy-1,4-dihydrochromeno[4,3-c]pyrazol-8-yl)pyridine 1-oxide